3-((3-((tert-butyl(dimethyl)silyl)oxymethyl)phenoxy)methyl)-5-methoxy-benzoic acid methyl ester COC(C1=CC(=CC(=C1)OC)COC1=CC(=CC=C1)CO[Si](C)(C)C(C)(C)C)=O